CN1C(CC(CC1(C)C)OC(C(=C)C)=O)(C)C 1,2,2,6,6-pentamethyl-4-piperidylmethacrylate